CN1C2=CC=CC=C2N(C=2C=CC=CC12)C1=C(C=C(C=C1N1C=2C=CC=CC2N(C2=CC=CC=C12)C)N1C=2C=CC=CC2N(C2=CC=CC=C12)C)C1=CC(=CC=C1)C=1OC2=C(N1)C=CC=C2 2-(2',3',5'-tris(10-methylphenazin-5(10H)-yl)-[1,1'-biphenyl]-3-yl)benzo[d]oxazole